C1(CC1)[C@@](CN)(CC1=CC=C(C=C1)F)C (2S)-2-cyclopropyl-3-(4-fluorophenyl)-2-methylpropan-1-amine